C(C)C=1N=C2N(C=C(N=C2)N2CCN(CC2)C(=O)OC(C)(C)C)C1 tert-butyl 4-(2-ethylimidazo[1,2-a]pyrazin-6-yl)piperazine-1-carboxylate